C(CC)(=O)OC(CCC)=O butyric acid-propionic anhydride